8-(5-chloro-3-fluoropyridin-2-yl)-5-(4-(difluoromethyl)benzyl)-2-oxa-5,8-diazaspiro[3.5]nonane-6,9-dione ClC=1C=C(C(=NC1)N1CC(N(C2(COC2)C1=O)CC1=CC=C(C=C1)C(F)F)=O)F